(R)-1-(3-chloro-2'-hydroxy-5'-methyl-3'-(5-(3-methylpiperazin-1-yl)pyridin-3-yl)-[1,1'-biphenyl]-4-yl)-3-methyl-1H-imidazol-2(3H)-one ClC=1C=C(C=CC1N1C(N(C=C1)C)=O)C1=C(C(=CC(=C1)C)C=1C=NC=C(C1)N1C[C@H](NCC1)C)O